OC(COC=1C=C(C=2N(C1)N=CC2C#N)C=2C=NC(=CC2)N2CCS(CC2)(=O)=N)(C)C 6-(2-hydroxy-2-methylpropoxy)-4-(6-(1-imino-1-oxothiomorpholinyl)pyridine-3-yl)pyrazolo[1,5-a]pyridin-3-carbonitrile